C(C)(C)(C)OC(=O)NCCCC1=C(C=CC(=C1F)F)NC1=CC=C(C(=C1C(=O)OC)F)C(F)(F)F Methyl 6-((2-(3-((tert-butoxycarbonyl)amino)propyl)-3,4-difluorophenyl)-amino)-2-fluoro-3-(trifluoromethyl)benzoate